ClC=1C=C2C=NC(=NC2=CC1C1CCN(CC1)[C@@H]1[C@@H](COC1)O)NC=1C=NN(C1Cl)C([2H])([2H])[2H] |o1:17,18| (3S,4S) or (3R,4R)-4-(4-(6-chloro-2-((5-chloro-1-(methyl-d3)-1H-pyrazol-4-yl)amino)quinazolin-7-yl)piperidin-1-yl)tetrahydrofuran-3-ol